FC(C=1C=NC=CC1CN(C(=O)N[C@@H]1COCC1(F)F)C)F 1-[[3-(difluoromethyl)-4-pyridyl]methyl]-3-[(3R)-4,4-difluorotetrahydrofuran-3-yl]-1-methyl-urea